Cl.Cl.CN1N=NC=C1C=1C=CC(=C(C1)O)C1=CN=C(N=N1)N1C[C@@H](NCC1)C(C)C 5-(1-methyl-1H-1,2,3-triazol-5-yl)-2-{3-[(3S)-3-(prop-2-yl)piperazin-1-yl]-1,2,4-triazin-6-yl}phenol dihydrochloride